FC=1C=C2C(=NNC2=CC1OCCOC)C1=CC(=NO1)C1=CC=C(C(=O)N2CC(C2)(N(C)C)C)C=C1 1-(4-{5-[5-Fluoro-6-(2-methoxyethoxy)-1H-indazol-3-yl]-1,2-oxazol-3-yl}benzoyl)-N,N,3-trimethylazetidin-3-amin